CCCCC(=O)C Hexanone